trans-4-((3-(1-Cyclopropyl-1H-pyrazol-4-yl)phenyl)((trans-4-(4-methoxy-3-methylphenyl)cyclohexyl)methyl) carbamoyl)cyclohexyl azetidin-3-ylcarbamate N1CC(C1)NC(O[C@@H]1CC[C@H](CC1)C(N(C[C@@H]1CC[C@H](CC1)C1=CC(=C(C=C1)OC)C)C1=CC(=CC=C1)C=1C=NN(C1)C1CC1)=O)=O